C(CCCCCCCCCCC)OC=1C=C(C=O)C=C(C1OCCCCCCCCCCCC)OCCCCCCCCCCCC 3,4,5-tris(dodecyloxy)benzaldehyde